O=C1NC(CCC1N1CC2=CC=CC(=C2C1)S(=O)CCOCCOCCI)=O 2-(2,6-dioxopiperidin-3-yl)-4-(2-(2-(2-iodoethoxy)ethoxy)ethylsulfinyl)isoindoline